(3-ethoxy-4-methoxyphenyl)-2-(methylsulfonyl)ethanone C(C)OC=1C=C(C=CC1OC)C(CS(=O)(=O)C)=O